BrC=1C=C(C=CC1)C1=NC=CC2=C1NC1=CC=C(C=C21)F 1-(3-bromophenyl)-6-fluoro-9H-pyrido[3,4-b]indole